SN(N)C(C1=CC=CC=C1)=O mercapto-benzoyl-hydrazine